C1(CC1)C1=NC(=C(C(=O)NC2=CC(=CC=C2)S(=O)(=N)C)C(=C1C(F)(F)F)C)N1CCC(CCC1)(F)F 6-cyclopropyl-2-(4,4-difluoroazepan-1-yl)-4-methyl-N-(3-(S-methylsulfonimidoyl)phenyl)-5-(trifluoromethyl)nicotinamide